C(CCCCCC(=O)OCCCCCCCCC)(=O)OCC1=CC(=CC(=C1)COC(CCC(CCCCCC)OC(NCCN1CCCC1)=O)=O)COC(CCC(OCCCCCCCC)OCCCCCCCC)=O 1-(3-(((4,4-bis(octyloxy)butanoyl)oxy)methyl)-5-(((4-(((2-(pyrrolidin-1-yl)ethyl)carbamoyl)oxy)decanoyl)oxy)methyl)benzyl) 7-nonyl heptanedioate